O=C[C@@H](O)[C@@H](O)[C@@H](O)[C@H](O)CO D-talose